ClC1=CC=C(C=N1)C1=NOC(=C1CN1N=CC(=CC1=O)N1CC(C1)O[C@H](C(F)(F)F)C)C |o1:25| (S or R)-2-((3-(6-chloropyridin-3-yl)-5-methylisoxazol-4-yl)methyl)-5-(3-((1,1,1-trifluoropropan-2-yl)oxy)azetidin-1-yl)pyridazin-3(2H)-one